FC=1C=C(C=CC1CO)NC(=O)[C@H](C)NC(=O)[C@H](C(C)C)NC(OC(C)(C)C)=O tert-butyl N-[(1S)-1-{[(1S)-1-{[3-fluoro-4-(hydroxymethyl)phenyl]carbamoyl}ethyl]carbamoyl}-2-methylpropyl]carbamate